OC1=C(C=C(C=C1)O)P(C1=C(C(=CC=C1)C1=CC=CC=C1)F)=O 2,5-dihydroxyphenyl-(phenyl-fluorophenyl)phosphine oxide